Benzyl (2R,4S)-2-(tert-butyl)-5-oxo-4-(2-phenoxyethyl)oxazolidine-3-carboxylate C(C)(C)(C)[C@H]1OC([C@@H](N1C(=O)OCC1=CC=CC=C1)CCOC1=CC=CC=C1)=O